CC1(OC=2C=C(C=C(C2C2C1CCC(=C2)C)O)C(C)=C(CCCCC)C)C 6,6,9-Trimethyl-3-(3-methyloct-2-en-2-yl)-6a,7,8,10a-tetrahydrobenzo[c]chromen-1-ol